FC(C)(F)C1C(C1)C(=O)O 2-(1,1-difluoroethyl)cyclopropane-1-carboxylic acid